C(N)([O-])=O Racemic-Carbamate